1-[(2R,3S,4R,5R)-5-{[(tert-butyldimethylsilyl)oxy]methyl}-3-chloro-4-hydroxyoxolan-2-yl]-5-fluoro-3H-pyrimidine-2,4-dione [Si](C)(C)(C(C)(C)C)OC[C@@H]1[C@H]([C@@H]([C@@H](O1)N1C(NC(C(=C1)F)=O)=O)Cl)O